4-((tert-butoxycarbonyl)amino)-5-(4-cyano-2,5-dihydrofuran-3-yl)-1H-pyrrole-2-carboxylic acid ethyl ester C(C)OC(=O)C=1NC(=C(C1)NC(=O)OC(C)(C)C)C=1COCC1C#N